C(C)(C)[C@@H]1CC=C(CC1)C[C@H](C=O)C (R)-3-((S)-4-isopropylcyclohex-1-en-1-yl)-2-methylpropionaldehyde